C1(CCCCC1)C=1N=CC(=NC1)CN(C(=O)[C@@H]1N(CC1)C(=O)OC(C)(C)C)C1=C(C=CC=C1)F tert-butyl (R)-2-(((5-cyclohexylpyrazin-2-yl)methyl)(2-fluorophenyl)carbamoyl)azetidine-1-carboxylate